N[C@@]1([C@@H]2N(CCCC1)CCC2)C(=O)O (9S,9aR)-9-aminooctahydro-1H-pyrrolo[1,2-a]azepine-9-carboxylic acid